C(C1=CC=C(C(=O)Cl)C=C1)(=O)Cl TEREPHTHALOYLCHLORID